C(C)OC(\C=C\C1=CC(OC)=C(O)C=C1)=O Ethylferulat